2-chloro-3-((cyclopropylmethyl)thio)-N-(4-methyl-1,2,5-oxadiazol-3-yl)-4-(methylsulfonyl)benzamide platinum (0) [Pt].ClC1=C(C(=O)NC2=NON=C2C)C=CC(=C1SCC1CC1)S(=O)(=O)C